N-(1-methyl-2-(1-methyl-1H-pyrazol-4-yl)-1H-pyrrolo[3,2-c]pyridin-6-yl)cyclopropanecarboxamide CN1C(=CC=2C=NC(=CC21)NC(=O)C2CC2)C=2C=NN(C2)C